C(=O)(O)CN1CCN(CCN(CCN(CC1)CC(=O)O)CC(=O)O)CC=1[N+](=CC2=CC=CC=C2C1)[O-] 3-((4,7,10-tris(carboxymethyl)-1,4,7,10-tetraazacyclododec-1-yl)methyl)isoquinoline 2-oxide